FC1=C2C=CN(C2=C(C=C1)C(=O)NC12CC(C1)(C2)CC(=O)O)CC2=CC=C(C=C2)I 2-(3-(4-Fluoro-1-(4-iodobenzyl)-1H-indole-7-carboxamido)bicyclo[1.1.1]pentan-1-yl)acetic acid